6-chloro-N4-[(2,3-dichlorophenyl)methyl]-1,3,5-triazine-2,4-diamine ClC1=NC(=NC(=N1)N)NCC1=C(C(=CC=C1)Cl)Cl